(4-acetyl-2-methoxyphenyl)-2,2-difluoro-N-phenylacetamide C(C)(=O)C1=CC(=C(C=C1)C(C(=O)NC1=CC=CC=C1)(F)F)OC